4,5-Difluoro-N1-propylbenzene-1,2-diamine FC=1C=C(C(=CC1F)NCCC)N